FC=1C=C2C(NC3(C(N(CC3)C)=O)C2=CC1)=O 5-fluoro-1'-methylspiro[isoindoline-1,3'-pyrrolidine]-2',3-dione